N-((2S,3S)-1-(azetidine-1-carbonyl)-2-(2-fluoro-3-((1-methylcyclopropyl)-ethynyl)benzyl)pyrrolidin-3-yl)methanesulfonamide N1(CCC1)C(=O)N1[C@H]([C@H](CC1)NS(=O)(=O)C)CC1=C(C(=CC=C1)C#CC1(CC1)C)F